CC1=CC(=NN1)NC=1C2=C(N=C(N1)NC1C3CC4(CC(CC1C4)C3)O)NC=C2 4-[[4-[(5-methyl-1H-pyrazol-3-yl)amino]-7H-pyrrolo[2,3-d]pyrimidine-2-yl]amino]adamantan-1-ol